CC(CO)CO (E)-2-methyl-propane-1,3-diol